tert-butyl 4-(5-hydroxy-4,5,6,7-tetrahydropyrazolo[1,5-a]pyridine-5-carbonyl)-3,3-dimethylpiperazine-1-carboxylate OC1(CC=2N(CC1)N=CC2)C(=O)N2C(CN(CC2)C(=O)OC(C)(C)C)(C)C